C(C)(C)N(C=1N=C(C2=C(C=NNC2=O)N1)NC1=CC=C(C=C1)N1CCC2(CC2)CC1)C(C)C 6-(4-((2-(Diisopropylamino)-5-oxo-5,6-dihydropyrimido[4,5-d]pyridazin-4-yl)amino)phenyl)-6-azaspiro[2.5]octan